sulfofuric acid S(=O)(=O)(O)C1=C(OC=C1)C(=O)O